8-(4-chlorophenylthio)-N6-phenyladenosine ClC1=CC=C(C=C1)SC=1N([C@H]2[C@H](O)[C@H](O)[C@@H](CO)O2)C=2N=CN=C(C2N1)NC1=CC=CC=C1